{3-[(tert-butoxycarbonyl)amino]propanoyl}-L-valine C(C)(C)(C)OC(=O)NCCC(=O)N[C@@H](C(C)C)C(=O)O